C(=O)(OC(C)(C)C)NC1(CC1)B1OC(C)(C)C(C)(C)O1 (1-Bocaminocyclopropyl)boronic acid pinacol ester